FC1=CC=C(NCC2N(C3CC(C2C)C3)C(=O)C3=NC(=CC=C3N3N=CC=N3)C)C=C1 cis-4-fluoro-N-{[4-methyl-2-[6-methyl-3-(2H-1,2,3-triazol-2-yl)pyridine-2-carbonyl]-2-azabicyclo[3.1.1]hept-3-yl]methyl}aniline